3-methyl-5-(N-(2,3-dihydro-1H-inden-2-yl)sulfamoyl)benzofuran-2-carboxylic acid CC1=C(OC2=C1C=C(C=C2)S(NC2CC1=CC=CC=C1C2)(=O)=O)C(=O)O